OC=1C(=C(C=C(C(=O)OC)C1)C(=O)OC)C/C=N/O dimethyl (E)-5-hydroxy-4-(2-(hydroxyimino)ethyl)isophthalate